3,6-dichloro-2-fluorobenzoic acid ClC=1C(=C(C(=O)O)C(=CC1)Cl)F